7-fluoro-5-methoxy-2-[2-methyl-4-(2,2,2-trifluoro-1,1-dimethyl-ethyl)phenyl]-1H-quinolin-4-one FC1=CC(=C2C(C=C(NC2=C1)C1=C(C=C(C=C1)C(C(F)(F)F)(C)C)C)=O)OC